bis(acrylamido)methylvinylamine C(C=C)(=O)NC(NC(C=C)=O)C=CN